3-(5-((4-(1-(4-((9-cyclopentyl-8-(phenylamino)-9H-purin-2-yl)amino)phenyl)piperidin-4-yl)piperazin-1-yl)methyl)-4-fluoro-1-oxoisoindolin-2-yl)piperidine-2,6-dione C1(CCCC1)N1C2=NC(=NC=C2N=C1NC1=CC=CC=C1)NC1=CC=C(C=C1)N1CCC(CC1)N1CCN(CC1)CC=1C(=C2CN(C(C2=CC1)=O)C1C(NC(CC1)=O)=O)F